BrC=1C=NC(=NC1)C(O)C1COC1 (5-bromopyrimidin-2-yl)(oxetan-3-yl)methanol